methyl 1-(4-(1-(2-fluorophenyl)azetidin-3-yl)-2,6-dimethyl-benzyl)piperidine-4-carboxylate FC1=C(C=CC=C1)N1CC(C1)C1=CC(=C(CN2CCC(CC2)C(=O)OC)C(=C1)C)C